Cl.FC1=CC=C(OC2CC(N(C2)C(CNC(C2=CC=C(C=C2)OC2=CC=CC=C2)=O)=O)C(=O)N)C=C1 4-(4-fluorophenoxy)-1-((4-phenoxybenzoyl)glycyl)pyrrolidine-2-carboxamide hydrochloride